N-(2-(2,5-dioxo-2,5-dihydro-1H-pyrrol-1-yl)ethyl)-3',7'-di(1,4-oxazepan-4-yl)-3-oxo-3H-dispiro[isobenzofuran-1,10'-dibenzo[b,e]siline-5',1''-silinane]-6-carboxamide O=C1N(C(C=C1)=O)CCNC(=O)C1=CC=C2C(OC3(C4=C(C=C(C=C4)N4CCOCCC4)[Si]4(CCCCC4)C4=C3C=CC(=C4)N4CCOCCC4)C2=C1)=O